5-(3-Bromophenyl)oxazole-2-carboxylic acid ethyl ester C(C)OC(=O)C=1OC(=CN1)C1=CC(=CC=C1)Br